FC1=CC=C(NC2=NN(C3=C2C=NC(=C3)C(=O)N3CCOCC(C3)O)CC(F)(F)F)C=C1 [3-(4-fluoroanilino)-1-(2,2,2-trifluoroethyl)pyrazolo[4,3-c]pyridin-6-yl]-(6-hydroxy-1,4-oxazepan-4-yl)methanone